BrC(C(=O)NNC1=NC=C(N=C1)C=1C=NC(=CC1)OC(C(C)(F)F)CC)(F)F 2-bromo-N'-[5-[6-(1-ethyl-2,2-difluoro-propoxy)-3-pyridyl]pyrazin-2-yl]-2,2-difluoro-acetohydrazide